C1(=CC=CC=C1)C(CCC1OC(OC1)CC\C=C/CCCCCCC)=O (±)-(Z)-1-phenyl-3-(2-(undec-3-en-1-yl)-1,3-dioxolan-4-yl)propan-1-one